diphenyltriaminotriazine stilbenedisulfonate C1(=C(C(=CC=C1)S(=O)(=O)O)S(=O)(=O)O)C=CC1=CC=CC=C1.C1(=CC=CC=C1)N(C1=NN=NC(=C1N)N)C1=CC=CC=C1